NC=1C2=C(N=C(N1)C)N(C=C2)[C@@H]2S[C@@H]([C@H]([C@H]2O)O)CCC2=CC=C1C=C(C(=NC1=C2)N)Br (2R,3R,4S,5R)-2-(4-Amino-2-methyl-7H-pyrrolo[2,3-d]pyrimidin-7-yl)-5-(2-(2-amino-3-bromochinolin-7-yl)ethyl)tetrahydrothiophen-3,4-diol